[Cl-].[Cl-].C1(=CC=CC=C1)P(C1=CC=CC=C1)C1=CC=CC=C1.C1(=CC=CC=C1)P(C1=CC=CC=C1)C1=CC=CC=C1.[Pd+2] Palladium (II) bis-(triphenylphosphine) dichloride